P(=O)([O-])([O-])[O-].[Cr+3].[Mg+2] magnesium-chromium phosphate